[2,5-bis(propan-2-yl)thiophen-3-yl]-1-{[(3R)-1-methylpiperidin-3-yl][1-(propan-2-yl)-1H-pyrazol-4-yl]sulfamoyl}urea CC(C)C=1SC(=CC1N(C(=O)N)S(N(C=1C=NN(C1)C(C)C)[C@H]1CN(CCC1)C)(=O)=O)C(C)C